1,6-diazabicyclo[3.2.1]oct-6-yl-sodium sulfate S(=O)(=O)(O)O.N12CCCC(N(C1)[Na])C2